C1(=CC=CC2=CC=CC=C12)[C@H](C)O (S)-1-naphthyl-1-ethanol